4-(3-cyclopropyl-1-((2-methylbicyclo[2.2.0]hexan-2-yl)methyl)-4-(trifluoromethyl)-1H-pyrazole-5-carboxamido)-2-(S-methylsulfonimidoyl)pyridine 1-oxide C1(CC1)C1=NN(C(=C1C(F)(F)F)C(=O)NC1=CC(=[N+](C=C1)[O-])S(=O)(=N)C)CC1(C2CCC2C1)C